Cl.NC(C(=O)NC1=NC(=C(C(=C1)F)C=1C(=NNC1C)C)F)=C(C1CCCCC1)C1CCCCC1 (2S)-2-amino-3,3-dicyclohexyl-N-[5-(3,5-dimethyl-1H-pyrazol-4-yl)-4,6-difluoro-2-pyridinyl]acrylamide hydrochloride